1-[4-[1-[2-[2-[3-[1-(2,6-Dioxo-3-piperidyl)-3-methyl-2-oxo-benzimidazol-5-yl]propoxy]ethoxy]ethylamino]-2,2,2-trifluoro-ethyl]phenyl]-4-nitro-pyrazole-3-carboxamide O=C1NC(CCC1N1C(N(C2=C1C=CC(=C2)CCCOCCOCCNC(C(F)(F)F)C2=CC=C(C=C2)N2N=C(C(=C2)[N+](=O)[O-])C(=O)N)C)=O)=O